ClC1=C(C=C(OCC(=O)NC23CC(C(CC2)(CC3)NC(CC3=CC(=CC=C3)OC(F)(F)F)=O)O)C=C1)F 2-(4-chloro-3-fluorophenoxy)-N-(3-hydroxy-4-{2-[3-(trifluoromethoxy)phenyl]acetamido}bicyclo[2.2.2]octan-1-yl)acetamide